5-(4-Phenoxyphenyl)-7-(1-oxaspiro[2.5]oct-6-yl)-7H-pyrrolo[2,3-d]pyrimidin-4-amine O(C1=CC=CC=C1)C1=CC=C(C=C1)C1=CN(C=2N=CN=C(C21)N)C2CCC1(CO1)CC2